C(C1=CC=CC=C1)OCC1N(CC=2N(C1)C(N(C2C(=O)OCC)C2=CC=C(C=C2)OC2CC2)=O)C(=O)OC(C)(C)C 7-tert-butyl 1-ethyl 6-[(benzyloxy)methyl]-2-(4-cyclopropoxyphenyl)-3-oxo-5H,6H,8H-imidazo[1,5-a]pyrazine-1,7-dicarboxylate